FC(OC1=CC=C(C=C1)C1=CC=C(C=C1)C1=NC=C(C=N1)CO)(F)F [4'-(trifluoromethoxy)[1,1'-biphenyl]-4-yl]-5-pyrimidinemethanol